2-([4,1':3',4''-terdibenzo[b,d]furan]-6-yl)-4,6-diphenyl-1,3,5-triazine C1=CC=C(C=2OC3=C(C21)C=CC=C3C3=NC(=NC(=N3)C3=CC=CC=C3)C3=CC=CC=C3)C3=CC(=CC=2OC1=C(C23)C=CC=C1)C1=CC=CC2=C1OC1=C2C=CC=C1